NC=1C(NC=2C3=C(C(=CC2C1C1=C2C=NNC2=C(C=C1)F)C1CC1)C=NN3C)=O 7-Amino-4-cyclopropyl-6-(7-fluoro-1H-indazol-4-yl)-1-methyl-9H-pyrazolo[4,3-h]quinolin-8-one